1,5-diaza-3-naphthylamine N1=CC(=CC2=NC=CC=C12)N